NC1=C(C2=C(S1)C(=CC=C2C2=C1C(=CN3C1=C(C=C2F)C(N2[C@H](CC3)CNCC2)=O)Cl)F)C#N 2-Amino-4-((R)-4-chloro-2-fluoro-14-oxo-8,8a,9,10,11,12-hexahydro-7H,14H-pyrazino[1',2':5,6][1,5]diazocino[3,2,1-hi]indol-3-yl)-7-fluorobenzo[b]thiophene-3-carbonitrile